O=C1NC(CCC1N1C(C2=CC=CC(=C2C1)OCC1=CC=C(CN2CC(CC2)C(=O)OC)C=C1)=O)=O methyl 1-(4-(((2-(2,6-dioxopiperidin-3-yl)-1-oxoisoindolin-4-yl)oxy)methyl)benzyl)pyrrolidine-3-carboxylate